C(C)(C)(C)OC(=O)N1CCN(CC1)C1=CC=C2C(=CC=NC2=C1)B(O)O (7-(4-(tert-butoxycarbonyl)piperazin-1-yl)quinolin-4-yl)boronic acid